OC1=C(C(=C(C(=C1[2H])[2H])N[C@@H](C)C(=O)O)[2H])[2H] L-4-hydroxyphenyl-2,3,5,6-d4-alanine